ClC1=CC(=C2C=C(NC2=C1F)C(=O)O)OC 6-chloro-7-fluoro-4-methoxy-1H-indole-2-carboxylic acid